2-((1S,4S,5R)-5-((4-Cyclopropyl-1-(2,6-dichlorophenyl)-1H-1,2,3-triazol-5-yl)methoxy)-2-azabicyclo[2.2.1]heptan-2-yl)-4-((R)-tetrahydrofuran-3-yl)benzo[d]thiazol C1(CC1)C=1N=NN(C1CO[C@H]1[C@@H]2CN([C@H](C1)C2)C=2SC1=C(N2)C(=CC=C1)[C@@H]1COCC1)C1=C(C=CC=C1Cl)Cl